2-Phenyl-N-(5-(4-((1,2,3,4-tetrahydroisochinolin-7-yl)oxy)-1H-pyrrolo[2,3-b]pyridin-3-yl)-1,3,4-oxadiazol-2-yl)acetamid C1(=CC=CC=C1)CC(=O)NC=1OC(=NN1)C1=CNC2=NC=CC(=C21)OC2=CC=C1CCNCC1=C2